Cl.C1(CC1)CN[C@H]1[C@@H](C1)C1=CC=C(S1)C(=O)NC1CCC(CC1)(F)F 5-(trans-2-((cyclopropylmethyl)amino)cyclopropyl)-N-(4,4-difluorocyclohexyl)thiophene-2-carboxamide Hydrochloride